O1CO[C@H]([C@@H]1C(=O)OC)C(=O)OC dimethyl (4R,5R)-1,3-dioxolane-4,5-dicarboxylate